pyrazolo[4,3-C]quinoline-8-carboxamide N1=NC=C2C=NC3=CC=C(CC3=C21)C(=O)N